FC(C1=NN=C(S1)NC(=O)C1=NN2C(C(N(CC2)CC2=C(C=CC=C2)F)=O)=C1CC)(F)F 3-ethyl-5-(2-fluorobenzyl)-4-oxo-4,5,6,7-tetrahydropyrazolo[1,5-a]pyrazine-2-carboxylic acid (5-trifluoromethyl[1,3,4]thiadiazol-2-yl)amide